N1=CC(=CC=C1)C(=O)N1CC2=C(CC1)C=C(S2)C2=NOC(=N2)C(F)(F)F pyridin-3-yl(2-(5-(trifluoromethyl)-1,2,4-oxadiazol-3-yl)-4,7-dihydrothieno[2,3-c]pyridin-6(5H)-yl)methanone